(2R,5S)-5-(4-chlorobenzyl)-4-(4-(1-ethyl-5-methyl-1H-pyrazol-3-yl)cyclohexyl)-2-((methylsulfonyl)methyl)-morpholine hydrochloride Cl.ClC1=CC=C(C[C@H]2CO[C@H](CN2C2CCC(CC2)C2=NN(C(=C2)C)CC)CS(=O)(=O)C)C=C1